C1\C=C/CCCCCCCCCCCCCCC(=O)OC1=O cis-2-heptadecene-1,17-dicarboxylic acid anhydride